[5-[2-[tert-butyl(dimethyl)silyl]oxyethyl]-2-pyridyl]-carbamate [Si](C)(C)(C(C)(C)C)OCCC=1C=CC(=NC1)NC([O-])=O